N1C(=NC2=C1C=CC=C2)C#CC2=CN(C=1N=CN=C(C12)N)[C@@H]1O[C@@H]([C@H]([C@H]1O)O)CSCC=1C(=NOC1C1=CC=CC=C1)C (2R,3R,4S,5S)-2-(5-((1H-Benzo[d]imidazol-2-yl)ethynyl)-4-amino-7H-pyrrolo[2,3-d]pyrimidin-7-yl)-5-((((3-methyl-5-phenylisoxazol-4-yl)methyl)thio)methyl)tetrahydrofuran-3,4-diol